4-[2-[6-[3-(4-amino-1-isopropyl-pyrazolo[3,4-d]pyrimidin-3-yl)-5-cyclopropyl-isoxazol-4-yl]-3-pyridyl]ethoxy]butanoic acid NC1=C2C(=NC=N1)N(N=C2C2=NOC(=C2C2=CC=C(C=N2)CCOCCCC(=O)O)C2CC2)C(C)C